N-(4-(5-(difluoromethyl)-1,3,4-oxadiazol-2-yl)-2-fluorobenzyl)-4-fluoro-1-(methylsulfonyl)-N-phenylpiperidine-4-carboxamide FC(C1=NN=C(O1)C1=CC(=C(CN(C(=O)C2(CCN(CC2)S(=O)(=O)C)F)C2=CC=CC=C2)C=C1)F)F